C(C1=CC=CC=C1)N1CCN(CC1)C1(CC1)C#N (4-benzylpiperazin-1-yl)cyclopropanecarbonitrile